CC1(CC(CCC1)C)C 1,1,3-trimethylcyclohexane